N2,N4-dibenzylquinazolin-2,4-diamine C(C1=CC=CC=C1)NC1=NC2=CC=CC=C2C(=N1)NCC1=CC=CC=C1